The molecule is a 3-oxo steroid that is cortisone in which the double bond between positions 4 and 5 has been reduced to a single bond. It is a 3-oxo steroid, an 11-oxo steroid, a 20-oxo steroid, a 17alpha-hydroxy steroid, a 21-hydroxy steroid, a primary alpha-hydroxy ketone and a tertiary alpha-hydroxy ketone. It derives from a cortisone. C[C@]12CCC(=O)CC1CC[C@@H]3[C@@H]2C(=O)C[C@]4([C@H]3CC[C@@]4(C(=O)CO)O)C